N1(N=CC=C1)CCC=1N(C=2C(=C3CC[C@@H](N(C3=CC2)C(=O)OC)C)N1)CC(=O)NCC1=CC(=NC=C1)O methyl (S)-2-(2-(1H-pyrazol-1-yl)ethyl)-3-(2-(((2-hydroxypyridin-4-yl)methyl)amino)-2-oxoethyl)-7-methyl-3,7,8,9-tetrahydro-6H-imidazo[4,5-f]quinoline-6-carboxylate